CC1=NC(=NO1)C1=CC=C(C=C1)[C@@H](C)NC1=NC=CN=C1 (R)-N-(1-(4-(5-methyl-1,2,4-oxadiazol-3-yl)phenyl)ethyl)pyrazin-2-amine